NC1=NNC=C1C1=NN=C(N1N)N amino-4-(4,5-diamino-1,2,4-triazol-3-yl)pyrazole